tert-butyl (S)-4-(7-chloro-8-fluoro-2-(methylsulfonyl)pyrido[4,3-d]pyrimidin-4-yl)-3-methylpiperazine-1-carboxylate ClC1=C(C=2N=C(N=C(C2C=N1)N1[C@H](CN(CC1)C(=O)OC(C)(C)C)C)S(=O)(=O)C)F